3-((6-Chloropyridin-3-yl)oxy)-1-((tetrahydro-2H-pyran-4-yl)methyl)-1H-pyrrole-2,5-dione ClC1=CC=C(C=N1)OC=1C(N(C(C1)=O)CC1CCOCC1)=O